OC1CCC(CC1)C1(C=C(NN1[C@@H](C)C1=CC(=CC=C1)C(F)(F)F)C(=O)NC)C(=O)N 5-((1s,4R)-4-hydroxycyclohexyl)-N3-methyl-1-((S)-1-(3-(trifluoromethyl)phenyl)ethyl)-1H-pyrazole-3,5-dicarboxamide